3-[4-Chloro-5-methyl-3-(trifluoromethyl)pyrazol-1-yl]-N-methyl-N-(2-methyl-1,3-benzoxazol-6-yl)benzamide ClC=1C(=NN(C1C)C=1C=C(C(=O)N(C2=CC3=C(N=C(O3)C)C=C2)C)C=CC1)C(F)(F)F